(1r,2'S,4S)-4-(3-chloroanilino)-2'-[(2R)-3-{[5-(difluoromethoxy)-5,6,7,8-tetrahydroquinolin-4-yl]oxy}-2-methylpropyl]-2',3'-dihydrospiro[cyclohexane-1,1'-indene]-4-carboxylic acid ClC=1C=C(NC2(CCC3([C@H](CC4=CC=CC=C34)C[C@H](COC3=CC=NC=4CCCC(C34)OC(F)F)C)CC2)C(=O)O)C=CC1